N-(3-chlorophenyl)-N-(4-(5-(difluoromethyl)-1,3,4-oxadiazol-2-yl)benzyl)-1-(3-fluorocyclobutyl)piperidine-4-sulfonamide ClC=1C=C(C=CC1)N(S(=O)(=O)C1CCN(CC1)C1CC(C1)F)CC1=CC=C(C=C1)C=1OC(=NN1)C(F)F